2-(tert-butylethynyl)acetophenone C(C)(C)(C)C#CCC(=O)C1=CC=CC=C1